Aziridin-1-yl(2-(tert-butylamino)-4-(((1R,3R,4R)-3-hydroxy-4-methylcyclohexyl)amino)pyrimidin-5-yl)methanone N1(CC1)C(=O)C=1C(=NC(=NC1)NC(C)(C)C)N[C@H]1C[C@H]([C@@H](CC1)C)O